13,16,20,23-tetraazapentatricontane CCCCCCCCCCCCNCCNCCCNCCNCCCCCCCCCCCC